Cl.NC1=CC(=NC=C1OC)NC(C)=O N-(4-amino-5-methoxypyridin-2-yl)acetamide hydrochloride